tert-Butyl ((3-oxocyclopentyl)methyl)carbamate O=C1CC(CC1)CNC(OC(C)(C)C)=O